sulfur vanadium-aluminum [Al].[V].[S]